aminoisooctanol NC(CCCCC(C)C)O